N(CCCNC(CCl)=O)(CCCNC(CCl)=O)CCCNC(CCl)=O N,N',N''-(nitrilotris(propane-3,1-diyl))tris(2-chloroacetamide)